3-(4-((4-aminobutyl)(5-aminopentyl)amino)-1-oxoisoindolin-2-yl)piperidine-2,6-dione NCCCCN(C1=C2CN(C(C2=CC=C1)=O)C1C(NC(CC1)=O)=O)CCCCCN